FC1=CC(=C2C=CN(C2=C1)S(=O)(=O)C)C=1C2=C(C=3NC(C=4N(C3C1C(F)(F)F)C(=NN4)C)(C)C)CCO2 6-(6-fluoro-1-(methylsulfonyl)-1H-indol-4-yl)-3,11,11-trimethyl-5-(trifluoromethyl)-8,9,10,11-tetrahydrofuro[3,2-f][1,2,4]triazolo[4,3-a]quinoxaline